N1(N=CC=2C1=CN=CC2)CC=O 2-(1H-pyrazolo[3,4-c]pyridin-1-yl)ethan-1-one